CC(=CCCC(=C)[C@H]1CC[C@@]2(CCCC(=C)[C@H]2C1)C)C The molecule is a diterpenoid that is decahydronaphthalene substituted by a methyl group at position 4a, a methylidiene group at position 1 and a 6-methylhepta-1,5-dien-2-yl group at position 7 (the 4aS,7S,8aR-stereoisomer). It has been isolated from the Hainan soft coral Lobophytum cristatum. It has a role as a coral metabolite. It is a diterpenoid and a carbobicyclic compound.